N-(2-(4-acetylpiperazin-1-yl)-5-((4-(benzo[b]thiophen-3-yl)pyrimidin-2-yl)-amino)-4-methoxyphenyl)acrylamide C(C)(=O)N1CCN(CC1)C1=C(C=C(C(=C1)OC)NC1=NC=CC(=N1)C=1C2=C(SC1)C=CC=C2)NC(C=C)=O